FC(C(C(=O)N1CC2=C(C=C(C=C2CC1)C=1C=C2C(=NC1)NC=C2C)[C@H]2NCCC2)(C)O)(F)F 3,3,3-trifluoro-2-hydroxyl-2-methyl-1-(6-(3-Methyl-1H-pyrrolo[2,3-b]pyridin-5-yl)-8-((S)-pyrrolidin-2-yl)-3,4-dihydroisoquinoline-2(1H)-yl)propan-1-one